C(CCCCCCC)/C(/C(=O)[O-])=C/C(=O)[O-].C(CCCCCCC)/C(/C(=O)[O-])=C/C(=O)[O-].C(CCC)[Sn+4]CCCC dibutyl-tin bis(octyl maleate)